2-(2-azidoethyl)benzoic acid N(=[N+]=[N-])CCC1=C(C(=O)O)C=CC=C1